C(CCCCC)(=O)OC(C(CC)O)CCCCCCCCCCCCCC 3-hydroxy-octadecan-4-yl hexanoate